BrC1=NN(C2=CN=CC=C21)C2OCCCC2 3-bromo-1-(tetrahydro-2H-pyran-2-yl)-1H-pyrazolo[3,4-c]pyridine